C1(CCC1)NC(=O)C=1C=NN2C1N=C(C=C2NC)NC2=CC(=CC=1OC3(CC3)COC12)F N-cyclobutyl-5-((7-fluoro-3H-spiro[benzo[b][1,4]dioxine-2,1'-cyclopropan]-5-yl)amino)-7-(methylamino)pyrazolo[1,5-a]pyrimidine-3-carboxamide